C(#N)C1=CC=C(C=N1)C(=O)NC1=CC=CC=2C(CCS(C21)(=O)=O)(F)F 6-cyano-N-(4,4-difluoro-1,1-dioxo-3,4-dihydro-2H-1λ6-benzothiopyran-8-yl)pyridine-3-carboxamide